β-Caprolacton C1(CC(CCC)O1)=O